CC1=C2C(=NC=C1)N(C(N2)=O)C=2C=NC(=NC2)OC2=CC=CC1=C2C2(CC2)CO1 7-methyl-3-(2-spiro[2H-benzofuran-3,1'-cyclopropan]-4-yloxypyrimidin-5-yl)-1H-imidazo[4,5-b]pyridin-2-one